C1=CC=CC=2C3=CC=CC=C3N(C12)C1=NC(=NC(=C1C#N)N1C2=CC=CC=C2C=2C=CC=CC12)Cl 4,6-Di(9H-carbazol-9-yl)-2-chloropyrimidine-5-carbonitrile